ClC1=C(C=O)C=CC=C1C 2-CHLORO-3-METHYLBENZALDEHYDE